ClC1=CC(=C2CN(CC2=C1)C(C1=CC(=NC(=C1)C)C)=O)[C@H]1N(CCC1)C(=O)OC(C)(C)C tert-butyl (S)-2-(6-chloro-2-(2,6-dimethylisonicotinoyl)isoindolin-4-yl)pyrrolidine-1-carboxylate